ClC=1C(=C(C(=CC1)N1N=NC(=C1)Cl)C=1C=CC(=[N+](C1)[O-])[C@H](CC1=CC=C(C=C1)F)N1N=CC(=C1)C=1N(N=CC1C#N)C)F |o1:20| (S*)-5-(3-Chloro-6-(4-chloro-1H-1,2,3-triazol-1-yl)-2-fluorophenyl)-2-(1-(4-cyano-2-methyl-1'H,2H-[3,4'-bipyrazol]-1'-yl)-2-(4-fluorophenyl)ethyl)pyridine 1-oxide